FC1=CC=C(C=C1)C(=O)N1C(C2=C(CC1)N(N=N2)C2=NC(=NS2)C)C (4-fluorophenyl)(4-methyl-1-(3-methyl-1,2,4-thiadiazol-5-yl)-1,4,6,7-tetrahydro-5H-[1,2,3]triazolo[4,5-c]pyridin-5-yl)methanone